2,2-Difluoro-6-(5H-imidazo[5,1-a]isoindol-5-yl)cyclohexan-1-ol FC1(C(C(CCC1)C1N2C(C3=CC=CC=C13)=CN=C2)O)F